O[C@@H]1CN([C@H]2CN([C@@H]12)C1=CC=C(C=N1)C=1C=2N(C=C(C1)C=1C=NN(C1)C)N=CC2C#N)CC=2C=NC(=CC2)OC 4-(6-((1S,4R,5R)-4-hydroxy-2-((6-methoxypyridin-3-yl)methyl)-2,6-diazabicyclo[3.2.0]heptan-6-yl)pyridin-3-yl)-6-(1-methyl-1H-pyrazol-4-yl)pyrazolo[1,5-a]pyridine-3-carbonitrile